CC1=C[C@@H]([C@H](CC1)C(=C)C)C1=C(C=C(C=C1O)CCC1=CC=CC=C1)O 2-((1S,6S)-3-methyl-6-(prop-1-en-2-yl)cyclohex-2-enyl)-5-phenethylbenzene-1,3-diol